11-oxo-6,11-dihydrodibenzo[c,f][1,2]thiazepin-3-yl acetate C(C)(=O)OC1=CC2=C(C(C3=C(NS2)C=CC=C3)=O)C=C1